P(=O)(OC)(OC[C@@H](CCCCCCCCCCCCCCCCCC)OCC1=CC(=CC(=C1)F)C#N)O methyl ((R)-2-((3-cyano-5-fluorobenzyl)oxy)icosyl) hydrogen phosphate